FC(COC1=CC=CC(=N1)C(=O)O)F 6-(2,2-difluoroethoxy)picolinic acid